9-(p-bromophenyl)-4-fluoroacridine BrC1=CC=C(C=C1)C=1C2=CC=CC=C2N=C2C(=CC=CC12)F